6-(2-(4-iodophenyl)acetyl)-L-lysine IC1=CC=C(C=C1)CC(=O)C(CCC[C@H](N)C(=O)O)N